1-{4-[8-amino-5-(4-aminocyclohex-1-en-1-yl)-3-methylimidazo[1,5-a]pyrazin-1-yl]naphthalen-1-yl}-3-(5-chloro-2-methoxyphenyl)urea NC=1C=2N(C(=CN1)C1=CCC(CC1)N)C(=NC2C2=CC=C(C1=CC=CC=C21)NC(=O)NC2=C(C=CC(=C2)Cl)OC)C